isopropyl-5-(4-(2-methoxy-2-phenylacetamido)-2-methylphenyl)nicotinamide C(C)(C)C1=C(C(=O)N)C=C(C=N1)C1=C(C=C(C=C1)NC(C(C1=CC=CC=C1)OC)=O)C